OC1=C(C(=O)C2=CC=C(C=C2)O)C=C(C=C1)O 2,4',5-trihydroxybenzophenone